rac-7-chloro-2-((1S*,2S*)-2-(4-methylpyrimidin-2-yl)cyclopropyl)-1,6-naphthyridin ClC1=NC=C2C=CC(=NC2=C1)[C@@H]1[C@H](C1)C1=NC=CC(=N1)C |r|